4-(2-methyl-3-(2-phenoxyacetamido)phenyl)-2-(1-(methylsulfonyl)-1,2,3,6-tetrahydropyridin-4-yl)-1H-indole-7-carboxamide CC1=C(C=CC=C1NC(COC1=CC=CC=C1)=O)C1=C2C=C(NC2=C(C=C1)C(=O)N)C=1CCN(CC1)S(=O)(=O)C